ClC=1C(=NC(=NC1)NC1CCOCC1)C1=CC(=C2CN(C(C2=C1)=O)CC(=O)N[C@H](CO)C1=CC(=CC=C1)C)F 2-(6-{5-chloro-2-[(oxacyclohex-4-yl)amino]pyrimidin-4-yl}-4-fluoro-1-oxo-2,3-dihydro-1H-isoindol-2-yl)-N-[(1S)-2-hydroxy-1-(3-methylphenyl)ethyl]acetamide